3-bromo-2-methyl-2,5,6,7-tetrahydro-4H-pyrazolo[4,3-c]pyridin-4-one BrC=1N(N=C2C1C(NCC2)=O)C